OCCC=1N(C(=NC1)CCC(=O)O)C (2-hydroxyethyl)-3-methylimidazolepropionic acid